FC(C1=CC2=C(SC(=C2)C(N[C@H]2CCC[C@@H]3N(C2=O)[C@@H](CC3)C(=O)N3CC(C3)(C=3C=NC=CC3C)OC)=O)C=C1)(F)P(O)(O)=O (difluoro(2-(((3S,6S,9aS)-3-(3-methoxy-3-(4-methylpyridin-3-yl)azetidine-1-carbonyl)-5-oxooctahydro-1H-pyrrolo[1,2-a]azepin-6-yl)carbamoyl)benzo[b]thiophen-5-yl)methyl)phosphonic acid